5-fluoro-2-(((3S,4R)-3-hydroxytetrahydro-2H-pyran-4-yl)aminopyrimidin-4-yl)-1-isopropylquinolin-4(1H)-one FC1=C2C(C=C(N(C2=CC=C1)C(C)C)C1=NC(=NC=C1)N[C@H]1[C@@H](COCC1)O)=O